[SiH3][SiH2][SiH3] tri-silane